C(C)(=O)NCSC(C(C(=O)O)NC(=O)OCC1C2=CC=CC=C2C=2C=CC=CC12)(C)C 3-(Acetamidomethylsulfanyl)-2-(9H-fluoren-9-ylmethoxycarbonylamino)-3-methylbutanoic acid